N1N=NC(=C1)[PH2]=O Triazolyl-Phosphin oxide